CC1=NC(=NC(=C1)C)N1CCC(=CC1)C=1C(=CC(=C(C1)NC(=O)C1=CNC(C=C1C(F)(F)F)=O)N1C[C@H](N([C@H](C1)C)C)C)F |r| N-[5-[1-(4,6-dimethylpyrimidin-2-yl)-3,6-dihydro-2H-pyridin-4-yl]-4-fluoro-2-[rac-(3R,5S)-3,4,5-trimethylpiperazin-1-yl]phenyl]-6-oxo-4-(trifluoromethyl)-1H-pyridine-3-carboxamide